(E)-ethyl 3-(3-(2,6-dimethylphenyl)-2-ethyl-7-fluoro-4-oxo-3,4-dihydroquinazolin-6-yl)acrylate CC1=C(C(=CC=C1)C)N1C(=NC2=CC(=C(C=C2C1=O)/C=C/C(=O)OCC)F)CC